FC=1C=C(C=C(C1)F)C=1C(CCC1C1=CC=C(C=C1)S(=O)(=O)C)=O 2-(3,5-difluorophenyl)-3-[4-(methylsulfonyl)phenyl]-2-cyclopenten-1-one